C(C)(C)C1=NC2=CC=CC=C2C(N1NC(=O)C1C(C1)C1=CC=C(C=C1)C)=O 2-p-Tolyl-cyclopropanecarboxylic acid (2-isopropyl-4-oxo-4H-quinazolin-3-yl)-amide